COC(=O)C=1C(=C2C=CNC2=C(C1)OC[C@@H]1N(CCC1)C(=O)OC(C)(C)C)Cl (R)-7-((1-(tert-Butoxycarbonyl)pyrrolidin-2-yl)methoxy)-4-chloro-1H-indole-5-carboxylic acid methyl ester